CC1OC(CC(C1)OC1=C(C=C(C=C1F)F)CNC(=O)C=1C(=NC=C(C1)C=1C=CC=2N(N1)C=C(N2)NC(C)=O)C)C N-({2-[(2,6-dimethyloxan-4-yl)oxy]-3,5-difluorophenyl}methyl)-5-{2-acetamidoimidazo[1,2-b]pyridazin-6-yl}-2-methylpyridine-3-carboxamide